C1(CCCCC1)C(C)NS(=O)(=O)C=1C=C(C=CC1)N1C(CCCC1)C(=O)O 1-(3-(N-(1-cyclohexylethyl)sulfamoyl)phenyl)piperidine-2-carboxylic acid